4-Bromo-6-chloropyridazin BrC1=CN=NC(=C1)Cl